o-Toluoylphenylphosphin oxid C=1(C(=CC=CC1)C(=O)C1=C(C=CC=C1)[PH2]=O)C